(3Z)-17,17-dibutoxy-3-heptadecene-1-ol C(CCC)OC(CCCCCCCCCCCC\C=C/CCO)OCCCC